isooctyl 3-(3',5'-di-t-butyl-4-hydroxyphenyl)propionate C(C)(C)(C)C=1C=C(C=C(C1O)C(C)(C)C)CCC(=O)OCCCCCC(C)C